OC(C)(C)C1=CC=C(C(=O)OC(C)(C)C)C=C1 t-butyl 4-α-hydroxyisopropylbenzoate